FC1=C(C(=C2C=CNC2=C1F)S(=O)(=O)C([2H])([2H])[2H])OC=1C=CC(=C(C1)C=1NC=C(N1)[C@@]1(CCOC2=C(C=CC=C12)CCC(=O)O)C([2H])([2H])[2H])F 3-[(4R)-4-[2-[5-[[6,7-difluoro-4-(trideuteriomethylsulfonyl)-1H-indol-5-yl]oxy]-2-fluoro-phenyl]-1H-imidazol-4-yl]-4-(trideuteriomethyl)chroman-8-yl]propanoic acid